C1(CCCC=C1)=O (E)-cyclohex-5-en-1-one